4',5-Dichloro-salicylanilide ClC1=CC=C(NC(C=2C(O)=CC=C(C2)Cl)=O)C=C1